CN1CCOC2=C1C=CC(=C2)S(=O)(=O)Cl 4-methyl-3,4-dihydro-2H-1,4-benzoxazine-7-sulfonyl chloride